(methallyloxy)propyltrimethylsilane C(C(C)=C)OCCC[Si](C)(C)C